tert-butyl 4-[3-[2-(6-fluoro-3-methyl-indol-1-yl)propanoylamino]-4-methyl-phenyl]piperazine-1-carboxylate FC1=CC=C2C(=CN(C2=C1)C(C(=O)NC=1C=C(C=CC1C)N1CCN(CC1)C(=O)OC(C)(C)C)C)C